tert-butyl N-[3-(2,5-dimethylpyrazol-3-yl)oxypropyl]-N-methyl-carbamate CN1N=C(C=C1OCCCN(C(OC(C)(C)C)=O)C)C